tert-butyl (1R,2S)-2-[1-(tert-butoxycarbonyl)-3-{[3-methoxy-5-(propane-2-sulfonyl)pyridin-2-yl]amino}indazol-6-yl]-5'-methoxy-2'-oxospiro[cyclopropane-1,3'-indole]-1'-carboxylate C(C)(C)(C)OC(=O)N1N=C(C2=CC=C(C=C12)[C@@H]1C[C@@]12C(N(C1=CC=C(C=C21)OC)C(=O)OC(C)(C)C)=O)NC2=NC=C(C=C2OC)S(=O)(=O)C(C)C